((2,6-dimethyl-pyrimidin-4-yl)amino)-N-ethoxy-4-((2-methoxy-4-(1-methyl-1H-pyrazol-5-yl)phenyl)amino)nicotinamide CC1=NC(=CC(=N1)NC1=C(C(=O)NOCC)C(=CC=N1)NC1=C(C=C(C=C1)C1=CC=NN1C)OC)C